FC1(CC(CC1)C(C(=O)NC=1SC2=C(N1)C(=CC=C2)C)C2=CC=C(C=C2)C=2N=NN(N2)C)F 2-(3,3-Difluorocyclopentyl)-2-(4-(2-methyl-2H-tetrazol-5-yl)phenyl)-N-(4-methylbenzo[d]thiazol-2-yl)acetamide